isononanealdehyde Methyl-3-[(Z)-Z-bromo-1-fluoroethenyl]-4-(difluoromethoxy)-5-fluorobenzoate COC(C1=CC(=C(C(=C1)F)OC(F)F)/C(=C/Br)/F)=O.C(CCCCCC(C)C)=O